3-methyl-N-(5-(2-((3aR,5r,6aS)-2-(2,2,2-trifluoroethyl)octa-hydrocyclopenta[c]pyrrol-5-yl)ethoxy)-1H-indol-3-yl)bicyclo[1.1.1]pentane-1-carboxamide CC12CC(C1)(C2)C(=O)NC2=CNC1=CC=C(C=C21)OCCC2C[C@@H]1[C@@H](CN(C1)CC(F)(F)F)C2